[Co].[Cr].[Ni] nickel-chromium-cobalt